ClC=1C=C(N)C=C(C1N1CCN(CC1)CC)F 3-chloro-4-(4-ethylpiperazin-1-yl)-5-fluoroaniline